CN(C(=N)NC(N)=N)C N,N-Dimethylimidodicarbonimidic Diamid